4-bromo-3,3-dimethyl-1-(pyrimidin-4-yl)indolin-2-one BrC1=C2C(C(N(C2=CC=C1)C1=NC=NC=C1)=O)(C)C